C(C)(C)C(C(N)(C1=CC=CC2=CC=CC=C12)C1=CC=CC2=CC=CC=C12)N 1-isopropyl-2,2-dinaphthyl-1,2-ethylenediamine